FC(CC(C(=O)NC1=NC=CC(=C1)C1=C(C2=NC=CC=C2N1)C1=NC=CC=C1)C1=CC=C(C=C1)F)F (-)-4,4-difluoro-2-(4-fluorophenyl)-N-{4-[3-(pyridin-2-yl)-1H-pyrrolo[3,2-b]pyridin-2-yl]pyridin-2-yl}butanamide